C(C)(C)(C)OC(=O)NC=1SC=C(N1)C(C(=O)OCC)=O ethyl 2-(2-((tert-butoxycarbonyl)amino)thiazol-4-yl)-2-oxoacetate